acryloyloxyadamantan C(C=C)(=O)OC12CC3CC(CC(C1)C3)C2